ClCC=1C=CC(=NC1)OC([2H])([2H])[2H] 5-(chloromethyl)-2-(methoxy-d3)Pyridine